benzothiazole iodonium salt [IH2+].S1C=NC2=C1C=CC=C2